FC1=C(C(=C(C(=C1F)F)F)F)OC(=O)C1=CC2=C(S1)C=CC=C2 benzo[b]thiophene-2-carboxylic acid perfluorophenyl ester